methyl 2-cyclopropyl-5-ethoxy-4-((2-(4-((3-guanidinopropyl)carbamoyl)phenyl)-3-oxo-2,8-diazaspiro[4.5]decan-8-yl)methyl)benzoate C1(CC1)C1=C(C(=O)OC)C=C(C(=C1)CN1CCC2(CC(N(C2)C2=CC=C(C=C2)C(NCCCNC(=N)N)=O)=O)CC1)OCC